N-(1-(5-(3-(Trifluoromethoxy)benzyl)octahydropyrrolo[3,4-c]pyrrole-2-carbonyl)-1H-pyrazol-3-yl)acetamide FC(OC=1C=C(CN2CC3C(C2)CN(C3)C(=O)N3N=C(C=C3)NC(C)=O)C=CC1)(F)F